benzo[b]furan-2-carbaldehyde O1C2=C(C=C1C=O)C=CC=C2